tert-butyl 4-(5-((3-methylpyrazin-2-yl)methyl)-6-oxo-5,6-dihydropyrido[2,3-b]pyrazin-7-yl)piperidine-1-carboxylate CC=1C(=NC=CN1)CN1C(C(=CC=2C1=NC=CN2)C2CCN(CC2)C(=O)OC(C)(C)C)=O